N4-[2-(6-methyl-2-pyridyl)pyrimidin-4-yl]-N2-[4-(2-morpholinoethylamino)phenyl]pyrimidine-2,4-diamine CC1=CC=CC(=N1)C1=NC=CC(=N1)NC1=NC(=NC=C1)NC1=CC=C(C=C1)NCCN1CCOCC1